[N+](=O)([O-])C=1C=C2C(=NC1N1CCCCC1)N=C(O2)N2CCCC2 6-nitro-5-(piperidin-1-yl)-2-(pyrrolidin-1-yl)oxazolo[4,5-b]pyridine